ClC1=CN=C(N1CC)C(=O)OCC ethyl 5-chloro-1-ethylimidazole-2-carboxylate